2-(4-chloro-3-fluoro-2-methoxy-6-methylphenyl)-4,4,5,5-tetramethyl-1,3,2-dioxaborolane ClC1=C(C(=C(C(=C1)C)B1OC(C(O1)(C)C)(C)C)OC)F